tert-butyl 4-(5-(1-methyl-6-(trifluoromethyl)-1H-benzo[d]imidazol-2-yl)furan-2-yl)-3,6-dihydropyridine-1(2H)-carboxylate CN1C(=NC2=C1C=C(C=C2)C(F)(F)F)C2=CC=C(O2)C=2CCN(CC2)C(=O)OC(C)(C)C